3-amino-4-fluorobenzonitrile NC=1C=C(C#N)C=CC1F